CC1(C=NC2=CC(=CC=C12)C(=O)[O-])C 3,3-dimethylindole-6-carboxylate